1-((4-(5-(4-propoxyphenyl)-1,2,4-oxadiazol-3-yl)naphthalen-1-yl)methyl)azetidine-3-carboxylic acid hydrochloride Cl.C(CC)OC1=CC=C(C=C1)C1=NC(=NO1)C1=CC=C(C2=CC=CC=C12)CN1CC(C1)C(=O)O